C(CCCCCCC)OC(C(=C)C)=O.ClC1=CC(=C(C=C1)C1=CC=C2CNC(C2=C1)=O)C1=NN=CN1C 6-(4-chloro-2-(4-methyl-4H-1,2,4-triazol-3-yl)phenyl)isoindolin-1-one Octylmethacrylat